(dibenzofuranyl)(diphenyltriazinyl)terbenzene C1(=CC=CC=2OC3=C(C21)C=CC=C3)C=3C(=C(C=CC3)C=3C(=CC=CC3)C3=CC=CC=C3)C3=NN=NC(=C3C3=CC=CC=C3)C3=CC=CC=C3